2-(3-methyl-2H-indazol-2-yl)acetic acid CC=1N(N=C2C=CC=CC12)CC(=O)O